dimethyl 3-({[3-fluoro-5,5-dioxido-9-(trifluoromethyl)-6H-dibenzo[c,e][1,2]thiazin-6-yl]acetyl}amino)pentanedioate FC1=CC2=C(C3=C(N(S2(=O)=O)CC(=O)NC(CC(=O)OC)CC(=O)OC)C=CC(=C3)C(F)(F)F)C=C1